ClC1=NC(=CC(=C1N)Cl)C1CC1 2,4-dichloro-6-cyclopropylpyridin-3-amine